ethyl 3-(5-amino-2-fluorophenyl)-3-((tert-butylsulfinyl) amino)-2-fluoropropionate NC=1C=CC(=C(C1)C(C(C(=O)OCC)F)NS(=O)C(C)(C)C)F